(3-(piperazin-1-yl)phenyl)(5-((4-(4-(trifluoromethyl)thiazol-2-yl)piperazin-1-yl)sulfonyl)indolin-1-yl)methanone N1(CCNCC1)C=1C=C(C=CC1)C(=O)N1CCC2=CC(=CC=C12)S(=O)(=O)N1CCN(CC1)C=1SC=C(N1)C(F)(F)F